C1(CC1)N(C1=CC=2N(N=C1CC1C(NC[C@@H](C1)C(F)(F)F)=O)C=C(N2)[C@H](C2CCC(CC2)(F)F)NC(OCC2=CC=CC=C2)=O)C benzyl ((1S)-(7-(cyclopropyl(methyl)amino)-6-(((5R)-2-oxo-5-(trifluoromethyl)piperidin-3-yl)methyl)imidazo[1,2-b]pyridazin-2-yl)(4,4-difluorocyclohexyl)methyl)carbamate